(3-methoxy-2,6,6,9-tetramethyl-6H-benzo[c]chromen-8-yl)carbamic acid tert-butyl ester C(C)(C)(C)OC(NC=1C(=CC2=C(C(OC3=CC(=C(C=C23)C)OC)(C)C)C1)C)=O